C1(=CC=CC=C1)SC1=CC(=CC=C1)C(C1=CC=CC=C1)=O (3-benzoyl-phenyl) phenyl sulfide